1,2-dimethyl 4-{4-hydroxy-1-[(1r,3r)-3-{[1-(tert-butoxycarbonyl)piperidin-4-yl]oxy}cyclobutyl]piperidin-4-yl}phthalate OC1(CCN(CC1)C1CC(C1)OC1CCN(CC1)C(=O)OC(C)(C)C)C=1C=C(C(C(=O)OC)=CC1)C(=O)OC